methyl 5-bromo-4-methoxy-2-{[2-(trimethylsilyl)ethoxy]methyl}-2H-indazole-7-carboxylate BrC1=C(C2=CN(N=C2C(=C1)C(=O)OC)COCC[Si](C)(C)C)OC